CS(=O)(=O)OCC(C(=C=O)NOC)NC(=O)OCC1=CC=CC=C1 2-(((benzyloxy) carbonyl) amino)-3-(methoxyamino)-3-carbonylpropyl methanesulfonate